BrC=1C=C2CN(C(C2=C(C1)O)=O)[C@@H](C)C1CC1 (S)-5-bromo-2-(1-cyclopropylethyl)-7-hydroxyisoindol-1-one